C1(CC1)C1=NC=C(C=N1)C=O 2-CYCLOPROPYLPYRIMIDINE-5-CARBALDEHYDE